BrC=1C=CC=2N(C1)C=NC2 6-bromoimidazo[1,5-a]pyridin